1-{5-chloro-2-[4-(propan-2-yl)piperazin-1-yl]pyrimidin-4-yl}-N-(2-{imidazo[1,2-a]pyridin-3-yl}propan-2-yl)azetidine-3-carboxamide ClC=1C(=NC(=NC1)N1CCN(CC1)C(C)C)N1CC(C1)C(=O)NC(C)(C)C1=CN=C2N1C=CC=C2